(Z)-2-methyl-but-2-enedicarboxylic acid diethyl ester C(C)OC(=O)C(\C(=C/C)\C)C(=O)OCC